C1(CC1)[C@]1(C(N(C[C@H]1C)C=1C=2N(N=CC1)C=C(C2)C2=NC=CC=N2)=O)C#N (3R,4S)-3-cyclopropyl-4-methyl-2-oxo-1-(6-pyrimidin-2-ylpyrrolo[1,2-b]pyridazin-4-yl)pyrrolidine-3-carbonitrile